4-[[2-[2-Fluoro-5-hydroxy-4-[(1S)-2-hydroxy-1-methyl-ethyl]phenyl]acetyl]amino]-N-[1-(trifluoromethyl)cyclopropyl]pyridine-2-carboxamide FC1=C(C=C(C(=C1)[C@@H](CO)C)O)CC(=O)NC1=CC(=NC=C1)C(=O)NC1(CC1)C(F)(F)F